C(#N)C1C(COCC1)NC1=NC(=NC=C1C)NC=1C=C(C(=C(C(=O)OC)C1)B1OCC(CO1)(C)C)C methyl 5-[[4-[(4-cyanotetrahydropyran-3-yl)amino]-5-methyl-pyrimidin-2-yl]amino]-2-(5,5-dimethyl-1,3,2-dioxaborinan-2-yl)-3-methyl-benzoate